8-(2,4-Dichlorophenyl)-9-(4-((1-(3,3,3-trifluoropropyl)azetidin-3-yl)methyl)phenyl)-6,7-dihydro-5H-benzo[7]annulen ClC1=C(C=CC(=C1)Cl)C=1CCCC2=C(C1C1=CC=C(C=C1)CC1CN(C1)CCC(F)(F)F)C=CC=C2